(2S,4R)-4-(6-fluoro-2-methyl-4-carbonylquinoline-1(4H)-yl)-2-(2-hydroxypropane-2-yl)pyrrolidine-1-carboxylic acid tert-butyl ester C(C)(C)(C)OC(=O)N1[C@@H](C[C@H](C1)N1C(=CC(C2=CC(=CC=C12)F)=C=O)C)C(C)(C)O